NC1=C2C(N=CN1NC1=CC=C(C=C1)F)=NN=C2 4-amino-5-(4-fluoroanilino)-pyrazolo[3,4-d]pyrimidine